2-(ethylsulfonamido)pyrimidin C(C)S(=O)(=O)NC1=NC=CC=N1